tert-butyl butyl-glycyl-L-phenylalaninate C(CCC)NCC(=O)N[C@@H](CC1=CC=CC=C1)C(=O)OC(C)(C)C